ClC1=C(C=C(S1)C=1C=C2C(=NC1)NC(N2)=O)C 6-(5-chloro-4-methyl-2-thienyl)-2-oxo-3H-imidazo[4,5-b]Pyridine